BrC=1C=NC=C(C1)OCCO[Si](C)(C)C(C)(C)C 3-bromo-5-(2-((tert-butyldimethylsilyl)oxy)ethoxy)pyridine